7-Fluoro-2-methyl-1H-indole FC=1C=CC=C2C=C(NC12)C